bromo-2,3-dichloro-1,1'-biphenyl BrC1=C(C(=C(C=C1)C1=CC=CC=C1)Cl)Cl